N1(C=NC=C1)[BH-](N1C=NC=C1)N1C=NC=C1.[Na+] sodium tris(1H-imidazole-1-yl)borohydride